FC1(CCN(CC1)C(=O)[O-])F difluoropiperidine-1-carboxylate